copper silver-aluminum [Al].[Ag].[Cu]